FC(C=1C(=C(C=CC1)[C@@H](C)NC=1C2=C(N=C(N1)C)C=NC(=C2)C2(CCN(CC2)C(C)=O)OCC2COC2)F)F (R)-1-(4-(4-((1-(3-(difluoromethyl)-2-fluorophenyl)ethyl)amino)-2-methylpyrido[3,4-d]pyrimidin-6-yl)-4-(oxetan-3-ylmethoxy)piperidin-1-yl)ethan-1-one